CN1C=NC2=C1C=C(C(=C2)C=2C=C(C=CC2)NC(C2=CC=C(C=C2)NS(=O)(=O)C2=C(C(=C(C(=C2F)F)CNC)F)F)=O)C(F)(F)F N-(3-(1-methyl-6-(trifluoromethyl)-1H-benzo[d]imidazol-5-yl)phenyl)-4-((2,3,5,6-tetrafluoro-4-((methylamino)methyl)phenyl)sulfonamido)benzamide